(2R,3S,4S)-2-(2,1,3-benzoxadiazol-5-ylmethyl)pyrrolidine-3,4-diol N=1ON=C2C1C=CC(=C2)C[C@H]2NC[C@@H]([C@H]2O)O